azetidine-3-aldehyde N1CC(C1)C=O